3-(difluoromethyl)-N-(2-ethyl-5-methylbenzyl)-5-fluoro-1-methyl-1H-pyrazole-4-carboxamide FC(C1=NN(C(=C1C(=O)NCC1=C(C=CC(=C1)C)CC)F)C)F